CO[C@@H]1CC[C@H](CC1)N1CC(NC2=NC=C(N=C21)C=2C(=NC(=CC2)C2=NN=CN2)C)=O 4-(trans-4-methoxycyclohexyl)-6-(2-methyl-6-(4H-1,2,4-triazol-3-yl)pyridin-3-yl)-3,4-dihydropyrazino[2,3-b]pyrazin-2(1H)-one